1,1-di(methyl)ethyl N-[1-[7-(8-chloranyl-1-naphthyl)-6,8-dihydro-5H-pyrido[3,4-d]pyrimidin-4-yl]azetidin-3-yl]carbamate ClC=1C=CC=C2C=CC=C(C12)N1CC=2N=CN=C(C2CC1)N1CC(C1)NC(OC(C)(C)C)=O